tert-butyl (S)-(7-(2-(2-hydroxyethoxy)ethoxy)-5-methyl-4-oxo-2,3,4,5-tetrahydrobenzo[b][1,4]oxazepin-3-yl)carbamate OCCOCCOC1=CC2=C(OC[C@@H](C(N2C)=O)NC(OC(C)(C)C)=O)C=C1